3-[3-(4-{5-[(tert-butyldimethylsilyl)oxy]-1-(oxan-2-yl)-1H-indazol-3-yl}-1H-pyrazol-1-yl) propoxy]propylmethanesulfonate [Si](C)(C)(C(C)(C)C)OC=1C=C2C(=NN(C2=CC1)C1OCCCC1)C=1C=NN(C1)CCCOCCCCS(=O)(=O)[O-]